O=C1N(C[C@@H](CC1)C(F)(F)F)C(=O)OC(C)(C)C tert-butyl (R)-2-oxo-5-(trifluoromethyl)piperidine-1-carboxylate